NC=1C=C(C=CC1)C(C)(C)C1=CC=C(C=C1)O 4-(1-(3-aminophenyl)-1-methylethyl)phenol